(S)-1-((4-chloro-6-(quinolin-4-yl)pyridin-3-yl)oxy)-2,4-dimethylpentan-2-amine ClC1=C(C=NC(=C1)C1=CC=NC2=CC=CC=C12)OC[C@](CC(C)C)(N)C